C(C)C=1C(=C2C=NNC2=CC1F)C1=CC=C2C(=N1)SC(=N2)NC(=O)C2C(C2)F N-(5-(5-ethyl-6-fluoro-1H-indazol-4-yl)thiazolo[5,4-b]pyridin-2-yl)-2-fluorocyclopropane-1-carboxamide